C(#N)C=1C=CC(=C(C1)B(O)O)OC (5-cyano-2-methoxyphenyl)boronic acid